N1-((1R,2S)-2-phenyl-cyclopropyl)cyclohexane-1,4-diamine C1(=CC=CC=C1)[C@H]1[C@@H](C1)NC1CCC(CC1)N